C(C1=CC=CC=C1)N1CC2(CC1)C=C(C(C(C2)(C)C)=O)C#N 2-benzyl-9,9-dimethyl-8-oxo-2-azaspiro[4.5]dec-6-ene-7-carbonitrile